manganese ammonium salt [NH4+].[Mn+2]